benzyl-3,4-dihydroquinazolin-2(1H)-one C(C1=CC=CC=C1)N1C(NCC2=CC=CC=C12)=O